(1S,2R)-2-((S)-5-Chloro-1-((2-oxopyrrolidin-1-yl)methyl)-8-(pyrimidin-5-ylmethoxy)-1,2,3,4-tetrahydroisochinolin-2-carbonyl)cyclohexan ClC1=C2CCN([C@@H](C2=C(C=C1)OCC=1C=NC=NC1)CN1C(CCC1)=O)C(=O)C1CCCCC1